2-(3-(2,6-dioxopiperidin-3-yl)-1H-indazol-1-yl)-N-(1-methylpiperidin-4-yl)-acetamide O=C1NC(CCC1C1=NN(C2=CC=CC=C12)CC(=O)NC1CCN(CC1)C)=O